ClC1=C(C(=CC=C1)F)C=1CCCC2=C(C1C1=CC=C(C=C1)CC1CN(C1)CCCF)C=CC=C2 8-(2-Chloro-6-fluorophenyl)-9-(4-((1-(3-fluoropropyl)azetidin-3-yl)methyl)phenyl)-6,7-dihydro-5H-benzo[7]annulen